CC1=NN(C(C1(C)N(C(=O)N(C)C)O)=O)C1=CC=CC=C1 1-(3,4-dimethyl-5-oxo-1-phenyl-4,5-dihydro-1H-pyrazol-4-yl)-1-hydroxy-3,3-dimethylurea